N1=CC=CC=2N(C=3C=CC=CC3C21)C2=C(C(=C(C(=C2C2=CC=CC=C2)N2C1=C(C=3C=CC=CC23)N=CC=C1)N1C2=C(C=3C=CC=CC13)N=CC=C2)N2C1=C(C=3C=CC=CC23)N=CC=C1)N1C2=C(C=3C=CC=CC13)N=CC=C2 pentakis(5H-pyrido[3,2-b]indol-5-yl)-[1,1'-biphenyl]